3-(5-{[(4-carbamimidoylphenyl)methyl]amino}-3-[1-(dimethylcarbamoyl)piperazin-2-yl]-4-fluoro-1H-pyrazole-1-carbonyl)benzoic acid C(N)(=N)C1=CC=C(C=C1)CNC1=C(C(=NN1C(=O)C=1C=C(C(=O)O)C=CC1)C1N(CCNC1)C(N(C)C)=O)F